1,4-bis(4-aminophenyl)octafluorobutane NC1=CC=C(C=C1)C(C(C(C(C1=CC=C(C=C1)N)(F)F)(F)F)(F)F)(F)F